C(N)(OC1CC2=CC=C(C=C2C1)I)=O (5-iodo-2,3-dihydro-1H-inden-2-yl) carbamate